C(C)(C)(C)OC(=O)N1CCC2(CN(C([C@H](O2)C)=O)C(C)C)CC1.OC1=C(C(/C=C/C2=CC=CC=C2)=O)C=CC(=C1)O 2',4'-dihydroxychalcone (R)-tert-butyl-4-isopropyl-2-methyl-3-oxo-1-oxa-4,9-diazaspiro[5.5]undecane-9-carboxylate